4-[(E)-[(1,1-dioxo-1,2-benzothiazol-3-yl)-(2-hydroxyethyl)hydrazono]methyl]-2-methoxy-phenol O=S1(N=C(C2=C1C=CC=C2)N(\N=C\C2=CC(=C(C=C2)O)OC)CCO)=O